4-chloro-N-{[1-(3-methylbutanoyl)-1,2,3,4-tetrahydroquinolin-6-yl]methyl}benzamide ClC1=CC=C(C(=O)NCC=2C=C3CCCN(C3=CC2)C(CC(C)C)=O)C=C1